C(C)(C)C=1C(=NNC1C=1C=C(C=2N(C1)N=CN2)OC)C=2SC(=C(N2)C)C2CCC(CC2)N(C)CCOC 4-(2-(4-isopropyl-5-(8-methoxy-[1,2,4]triazolo[1,5-a]pyridin-6-yl)-1H-pyrazol-3-yl)-4-methylthiazol-5-yl)-N-(2-methoxyethyl)-N-methylcyclohexan-1-amine